aluminum gallium indium-arsenic [As].[In].[Ga].[Al]